(S)-8-(7,7-difluoro-2-((2S,3R)-3-hydroxy-2-methylazetidin-1-yl)-6,7-dihydro-5H-cyclopenta[d]pyrimidin-4-yl)-2-(hydroxymethyl)-3,4-dihydrobenzo[f][1,4]oxazepin-5(2H)-one FC1(CCC2=C1N=C(N=C2C2=CC1=C(C(NC[C@H](O1)CO)=O)C=C2)N2[C@H]([C@@H](C2)O)C)F